((8-(2,2-dibromocyclopropyl)octyloxy)methyl)benzene BrC1(C(C1)CCCCCCCCOCC1=CC=CC=C1)Br